N1C(=CC=C1)/C=C/C=O (2E)-3-(1H-PYRROL-2-YL)-2-PROPENAL